1-[2-(aminomethyl)-3,3-difluoro-allyl]-4-[4-(4-methanesulfonylphenyl)-2-thienyl]tetrazol-5-one ethyl-(6R)-6-piperazin-1-yl-2-azaspiro[3.4]octane-2-carboxylate C(C)OC(=O)N1CC2(C1)C[C@@H](CC2)N2CCNCC2.NCC(CN2N=NN(C2=O)C=2SC=C(C2)C2=CC=C(C=C2)S(=O)(=O)C)=C(F)F